vinyl-tri(methoxyethoxy)silane (2R,3R,4R,5R)-5-(2-amino-6-(methylamino)-9H-purin-9-yl)-2-((2-cyclohexylacetoxy)methyl)-4-fluoro-4-methyltetrahydrofuran-3-yl-3-methylbutanoate NC1=NC(=C2N=CN(C2=N1)[C@H]1[C@]([C@@H]([C@H](O1)COC(CC1CCCCC1)=O)OC(CC(C)C)=O)(C)F)NC.C(=C)[Si](OCCOC)(OCCOC)OCCOC